FC(C(=O)O)(F)F.N1CC(C1)N1C(N(C2=C1C=CC=C2)CC2=NC=C(C=C2)C=2OC(=NN2)C(F)F)=O 1-(azetidine-3-yl)-3-((5-(5-(difluoromethyl)-1,3,4-oxadiazole-2-yl)pyridine-2-yl)methyl)-1,3-dihydro-2H-benzo[d]imidazole-2-one 2,2,2-trifluoroacetate